13-Bromo-5-fluoro-14-hydroxy-19-methoxy-8-methyl-16,16-dioxo-9-oxa-16λ6-thia-4,17-diazatetracyclo[16.3.1.111,15.02,7]tricosa-1(21),2,4,6,11(23),12,14,18(22),19-nonaen-10-one BrC1=CC=2C(OC(C3=CC(=NC=C3C3=CC=C(C(NS(C(=C1O)C2)(=O)=O)=C3)OC)F)C)=O